5H,6H,7H-cyclopenta[b]pyridin-5-amine dihydrochloride Cl.Cl.N1=C2C(=CC=C1)C(CC2)N